methyl (4R)-2-(2-(chloromethyl)allyl)-4-methoxypyrrolidine-2-carboxylate ClCC(CC1(NC[C@@H](C1)OC)C(=O)OC)=C